2-(methyl-(2-morpholinoethyl)amino)-3,5-dihydro-4H-imidazol-4-one CN(C1=NCC(N1)=O)CCN1CCOCC1